5-(5-(1H-pyrazol-1-yl)pyridazin-3-yl)pyrimidine-2,4(1H,3H)-dione N1(N=CC=C1)C=1C=C(N=NC1)C=1C(NC(NC1)=O)=O